N(=[N+]=[N-])CC(C1=C(C=C(C(=C1)Cl)Cl)OC)C1CCN(CC1)C(=O)OC(C)(C)C tert-butyl 4-[2-azido-1-(4,5-dichloro-2-methoxyphenyl)ethyl]piperidine-1-carboxylate